Cl.CN([C@H](C)C1=CC=C(C=C1)C1=C(C=C(C=2NC(C3=CC(=CC=C3C12)C)=O)C)O)C (R)-1-(4-(1-(dimethylamino)ethyl)phenyl)-2-hydroxy-4,8-dimethyl-6(5H)-phenanthridinone hydrochloride